CC1C=CS(=O)(=O)O1 3-methyl-1-propene-1,3-sultone